FC(N1N=CC(=C1)C1=NN=C(O1)C(=O)N1[C@@H](C2=C(CC1)NC=N2)C=2OC1=C(N2)C=CC=C1F)F (S)-(5-(1-(difluoromethyl)-1H-pyrazol-4-yl)-1,3,4-oxadiazol-2-yl)(4-(7-fluorobenzo[d]oxazol-2-yl)-6,7-dihydro-1H-imidazo[4,5-c]pyridin-5(4H)-yl)methanone